CC1=C(C=NN1C[C@H]1CN(CCC1)C(=O)OC(C)(C)C)B1OC(C(O1)(C)C)(C)C tert-butyl (3R)-3-[[5-methyl-4-(4,4,5,5-tetramethyl-1,3,2-dioxaborolan-2-yl)pyrazol-1-yl]methyl]piperidine-1-carboxylate